COC(=O)C1=NC(=C(C(=C1Cl)N)F)C1=CC=C2C=CN(C2=C1F)C(C(C)(C)C)=O methyl-4-amino-3-chloro-6-[1-(2,2-dimethylpropanoyl)-7-fluoro-1H-indol-6-yl]-5-fluoropyridine-2-carboxylic acid